3-fluoro-5-formyl-4-hydroxy-N-(4-(4-(pyrrolidin-1-yl)piperidin-1-yl)phenyl)benzamide FC=1C=C(C(=O)NC2=CC=C(C=C2)N2CCC(CC2)N2CCCC2)C=C(C1O)C=O